CNC(CN1CCN(CC1)CCONC(=O)C1=CC=C(C=C1)N\C(=C\1/C(NC2=CC(=CC=C12)C(=O)OC)=O)\C1=CC=CC=C1)=O (Z)-Methyl 3-(((4-((2-(4-(2-(methylamino)-2-oxoethyl)piperazin-1-yl)ethoxy)carbamoyl)phenyl)amino)(phenyl)methylene)-2-oxoindoline-6-carboxylate